C(C)(=O)C1=CC=C2C(=N1)N(C(=C2)C(N(C)OC)=O)C(=O)OC(C)(C)C tert-butyl 6-acetyl-2-(methoxy (methyl) carbamoyl)-1H-pyrrolo[2,3-b]pyridine-1-carboxylate